1,2-bis(1-methylcyclopropyl)cyclopropene CC1(CC1)C1=C(C1)C1(CC1)C